CC1=C2C=CC(=CC2=C(C=C1)C)C1=C2C(=CC=C3C=CC(C(C=C1CO)=C32)=O)OC 7-(5,8-dimethylnaphthalen-2-yl)-8-(hydroxymethyl)-6-methoxy-1H-phenalen-1-one